N[C@@H](C1=C(C=C(C(=C1)Cl)C)O)C1CCN(CC1)C(=O)C=1C=NC(=CC1)CO 2-[(R)-amino([1-[6-(hydroxymethyl)pyridine-3-carbonyl]piperidin-4-yl])methyl]-4-chloro-5-methylphenol